Ethyl (R)-3-cyclopropyl-1-((3,3-difluorocyclopentyl)methyl)-4-(trifluoromethyl)-1H-pyrazole-5-carboxylate C1(CC1)C1=NN(C(=C1C(F)(F)F)C(=O)OCC)C[C@H]1CC(CC1)(F)F